5-bromo-2,3-dimethylimidazo[4,5-b]pyridine BrC1=CC=C2C(=N1)N(C(=N2)C)C